C1(CCC1)OC1=CC=C2C(NN=C(C2=C1)CC=1C=CC(=C(C(=O)N2C3CN(CC2CC3)C3=NC=C(C#N)C=C3)C1)F)=O 6-(8-(5-((7-cyclobutoxy-4-oxo-3,4-dihydrophthalazin-1-yl)methyl)-2-fluorobenzoyl)-3,8-diazabicyclo[3.2.1]octan-3-yl)nicotinonitrile